(E)-3-(Benzylthio)-1-(4-methoxyphenyl)-3-(trimethylsilyl)prop-2-en-1-one C(C1=CC=CC=C1)S/C(=C/C(=O)C1=CC=C(C=C1)OC)/[Si](C)(C)C